[C@H]12CN(C[C@H](CC1)O2)C2CCN(CC2)C2=C(C=C(C(=C2)OC)NC2=NC=NC(=C2)N2OCC[C@@H]2C2=CC(=C(C=C2)F)Cl)NC(C=C)=O N-(2-(4-((1R,5S)-8-oxa-3-azabicyclo[3.2.1]octan-3-yl)piperidine-1-yl)-5-((6-((R)-3-(3-chloro-4-fluorophenyl)-isoxazolidine-2-yl)pyrimidine-4-yl)amino)-4-methoxyphenyl)acrylamide